tert-butyl ((5,6-dichloropyridin-3-yl)sulfonyl)(thiazol-4-yl)carbamate ClC=1C=C(C=NC1Cl)S(=O)(=O)N(C(OC(C)(C)C)=O)C=1N=CSC1